C(CCCCCCCCCCCCC)(=O)NC(CCCCCCCCCCCCC)=O N,N-dimyristoylamine